ammonium iso-tridecanol C(CCCCCCCCCC(C)C)O.[NH4+]